N-methyl-m-phenylenediamine CNC1=CC(=CC=C1)N